NC1(CC1)CN1N=C2C(=N1)C(=C1C(=C2F)CC(C1)CN1CCC2(CN(C(O2)=O)C2=NC3=C(OCC(N3)=O)N=C2)CC1)F 6-[8-[[2-[(1-aminocyclopropyl)methyl]-4,8-difluoro-6,7-dihydro-5H-cyclopenta[f]benzotriazol-6-yl]methyl]-2-oxo-1-oxa-3,8-diazaspiro[4.5]decan-3-yl]-4H-pyrazino[2,3-b][1,4]oxazin-3-one